2-(4-azaspiro[2.4]heptan-4-yl)acetonitrile C1CC12N(CCC2)CC#N